N-[2-[2-[2-(2-aminoethoxy)ethoxy]ethoxy]ethyl]-4-(4-methoxyphenyl)butanamide NCCOCCOCCOCCNC(CCCC1=CC=C(C=C1)OC)=O